5-((1S,5S)-2-methyl-2,6-diazabicyclo[3.2.0]hept-6-yl)-6-(((S)-tetrahydrofuran-3-yl)oxy)quinazolin-4-amine CN1[C@H]2CN([C@H]2CC1)C1=C2C(=NC=NC2=CC=C1O[C@@H]1COCC1)N